NC=1C2=C(N=CN1)N(C=C2)[C@H]2[C@@H]([C@@H]([C@H](C2)CCC2=CC=C1C=C3C(=NC1=C2)NC(C3)(C)C)O)O (1R,2S,3R,5S)-3-(4-amino-7H-pyrrolo[2,3-d]pyrimidin-7-yl)-5-(2-(2,2-dimethyl-2,3-dihydro-1H-pyrrolo[2,3-b]quinolin-7-yl)ethyl)cyclopentane-1,2-diol